FC=1C=C(C=C(C1)C1=CC(=CC=C1)OC(F)(F)F)[C@H](CC(=O)O)NC(=O)NC=1C(N(C=CC1O)C)=O (S)-3-(5-fluoro-3'-(trifluoromethoxy)biphenyl-3-yl)-3-(3-(4-hydroxy-1-methyl-2-oxo-1,2-dihydropyridin-3-yl)ureido)propanoic acid